1,2-dihydroxyNaphthalene OC1=C(C=CC2=CC=CC=C12)O